ClC=1C=C2C(=NC(N3C2=C(C1C1=C(C=C(C=C1)F)F)SCC3)=O)N3[C@H](CN(CC3)C(C(=C)F)=O)C 9-chloro-10-(2,4-difluorophenyl)-7-((S)-4-(2-fluoroacryloyl)-2-methylpiperazin-1-yl)-2,3-dihydro-5H-[1,4]thiazino[2,3,4-ij]quinazolin-5-one